Methylbut-3-yn-2-amine CCC(C#C)N